O=S1(CC=2N=C(N=CC2C1)N1C[C@H](N([C@H](C1)C)C(=O)Cl)C)=O (2R,6S)-4-{6,6-dioxo-5H,7H-6λ6-thieno[3,4-d]pyrimidin-2-yl}-2,6-dimethylpiperazine-1-carbonyl chloride